5-(3,4-difluoro-5-(piperazin-1-yl)phenyl)-3-(2-(4-methylpiperazin-1-yl)pyridin-4-yl)-1H-pyrrolo[2,3-b]pyridine FC=1C=C(C=C(C1F)N1CCNCC1)C=1C=C2C(=NC1)NC=C2C2=CC(=NC=C2)N2CCN(CC2)C